FC1=CC=C(OCCC(CN2C=NC=C2)C2=CC=C(C=C2)C)C=C1 1-(4-(4-fluorophenoxy)-2-(4-tolyl)butyl)-1H-imidazole